2-(2,3-dichloro-4-(2-methylenebutyryl)phenoxy)-N-(1H-indol-5-yl)acetamide ClC1=C(OCC(=O)NC=2C=C3C=CNC3=CC2)C=CC(=C1Cl)C(C(CC)=C)=O